FC(C(C)(O)C=1N=CC=2N(C1)C(=CN2)C2=NC(=CC(=C2)F)N[C@H]2CNCC[C@@H]2F)(F)F 1,1,1-trifluoro-2-(3-(4-fluoro-6-(((3S,4S)-4-fluoropiperidin-3-yl)amino)pyridin-2-yl)imidazo[1,2-a]pyrazin-6-yl)propan-2-ol